2-(4-bromophenyl)acetic acid tert-butyl ester C(C)(C)(C)OC(CC1=CC=C(C=C1)Br)=O